2-((8-(4-((2-azaspiro[3.3]heptan-6-yl)oxy)-2-chlorophenyl)-6-(1-methylcyclopropoxy)-9H-purin-9-yl)methyl)-5-methylthiazole C1NCC12CC(C2)OC2=CC(=C(C=C2)C=2N(C1=NC=NC(=C1N2)OC2(CC2)C)CC=2SC(=CN2)C)Cl